FC1=CC=C(C=C1)C=1N=C(C=2N(C1)C=NN2)N 6-(4-fluorophenyl)-[1,2,4]triazolo[4,3-a]pyrazin-8-amine